N-butyl-ammonium germanium bromide [Ge](Br)Br.C(CCC)[NH3+]